N-(2-(6-Chloro-3-((4-chlorophenyl)amino)-9H-carbazol-1-yl)ethyl)hydrazinecarboximidamide ClC=1C=C2C=3C=C(C=C(C3NC2=CC1)CCNC(=N)NN)NC1=CC=C(C=C1)Cl